C(CCC)OC(=O)C1CCN(CC1)C=1C=C2C(N(C(C2=CC1)=O)C1C(NC(CC1)=O)=O)=O.BrC1=NN(C(=C1)Br)CC(=O)N(C=CC)C 2-(3,5-dibromo-1H-pyrazol-1-yl)-N-methyl-N-propenyl-acetamide butyl-1-(2-(2,6-dioxopiperidin-3-yl)-1,3-dioxoisoindolin-5-yl)piperidine-4-carboxylate